methyl-3-n-octylimidazolium bis(trifluoromethanesulfonyl)imide [N-](S(=O)(=O)C(F)(F)F)S(=O)(=O)C(F)(F)F.CC=1NC=C[N+]1CCCCCCCC